FC1=CC=C(C=C1)C1=NC(=NC=C1)SC 4-(4-fluorophenyl)-2-(methylthio)pyrimidine